trans-methyl 4-(2-(4-(trifluoromethyl)cyclohexanecarbonyl)hydrazinecarbonyl)cyclohexanecarboxylate FC(C1CCC(CC1)C(=O)NNC(=O)[C@@H]1CC[C@H](CC1)C(=O)OC)(F)F